O1CCC(CC1)CCC1=C(C(=O)N)C=CC=N1 2-(tetrahydro-2H-pyran-4-yl)ethyl-nicotinamide